((1-(5-(2-(Ethyl(isopropyl)carbamoyl)-4-fluorophenoxy)pyrimidin-4-yl)-3-fluoroazetidine-3-yl)methyl)carbamate C(C)N(C(=O)C1=C(OC=2C(=NC=NC2)N2CC(C2)(F)CNC([O-])=O)C=CC(=C1)F)C(C)C